CC1=CC=C(C=C1)S(=O)(=O)N p-toluene-sulfonamide